NC1=NC(=C(C(=N1)N1CC=CC=C1)C1=CN(C(C=C1)=O)C)C1=NC=CC=C1 N-[2-amino-5-(1-methyl-6-oxo-1,6-dihydropyridin-3-yl)-6-(pyridin-2-yl)pyrimidin-4-yl]pyridine